C[C@H]1CCC(NC1)C1=CC=C2C3(C(NC2=C1)=O)CC3 6'-((5S)-5-methylpiperidin-2-yl)spiro[cyclopropane-1,3'-indoline]-2'-one